L-valyl alcohol N[C@@H](C(C)C)C(=O)O